rac-(1S*,2S*)-2-(5-chloro-2-(difluoromethoxy)phenyl)cyclopropane-1-carboxamide ClC=1C=CC(=C(C1)[C@@H]1[C@H](C1)C(=O)N)OC(F)F |r|